(E)-N-(8-oxo-8-(2-propylhydrazino)octyl)-3-(pyridin-3-yl)acrylamide O=C(CCCCCCCNC(\C=C\C=1C=NC=CC1)=O)NNCCC